BrC1=C(C=CC(=C1)OCC1=CC=C(C=C1)Cl)C=1NC=C(N1)C(F)(F)F 2-(2-bromo-4-((4-chlorobenzyl)oxy)phenyl)-4-(trifluoromethyl)-1H-imidazole